C(C1=CC=CC=C1)OC=1C=C(C=CC1OCC1=CC=CC=C1)CC(=O)O (3,4-bis(benzyloxy)phenyl)acetic acid